C(CC(C)C)(=O)O isopentanic acid